BrC=1C=C(C(=NC1)OCC(CO)(F)F)[N+](=O)[O-] 3-((5-bromo-3-nitropyridin-2-yl)oxy)-2,2-difluoropropan-1-ol